4-((4-methoxyphenyl)ethynyl)-N1-methyl-2,7-naphthyridine-1,6-diamine COC1=CC=C(C=C1)C#CC1=CN=C(C2=CN=C(C=C12)N)NC